methyl 3-(9-(1-((6-chloro-2-(1-methyl-1H-1,2,4-triazol-3-yl)pyridin-3-yl)amino)ethyl)-4,7-dimethyl-5-oxo-4,5-dihydro-3H-pyrazolo[3,4-c]isoquinolin-3-yl)azetidine-1-carboxylate ClC1=CC=C(C(=N1)C1=NN(C=N1)C)NC(C)C=1C=2C3=C(N(C(C2C=C(C1)C)=O)C)N(N=C3)C3CN(C3)C(=O)OC